BrC=1C=C(C=CC1)C1=N[C@H](C=2N(C3=C1C(=C(S3)C)C)C(=NN2)C)C (6S)-4-(3-bromophenyl)-2,3,6,9-tetramethyl-6H-thieno[3,2-f][1,2,4]triazolo[4,3-a][1,4]diazepine